OCC(C(=O)OCCl)(C)C chloromethyl 3-hydroxy-2,2-dimethylpropanoate